4-fluoro-2-(methylsulfonylamino)benzoic acid FC1=CC(=C(C(=O)O)C=C1)NS(=O)(=O)C